NC1=NC2=CC=C(C=C2C=N1)C=1C(=C(C(=CC1)F)N1C(C=CC(=C1)Cl)OC)F N-[3-(2-aminoquinazolin-6-yl)-2,6-difluorophenyl]-5-chloro-2-methoxypyridine